2-(1,5-dimethylpyrrolidin-3-yl)-5-((2R,5S)-5-methylpiperidin-2-yl)benzo[d]thiazole CN1CC(CC1C)C=1SC2=C(N1)C=C(C=C2)[C@@H]2NC[C@H](CC2)C